(R)-N-((3-chloro-4-(trifluoromethoxy)phenyl)(1-(trifluoromethyl)-1H-pyrazol-4-yl)methylene)-2-methylpropane-2-sulfinamide ClC=1C=C(C=CC1OC(F)(F)F)C(=N[S@](=O)C(C)(C)C)C=1C=NN(C1)C(F)(F)F